S(C1=C(C(=CC(=C1)Cl)Cl)O)C1=C(C(=CC(=C1)Cl)Cl)O 2,2'-Thiobis(4,6-dichlorophenol)